N-[4-[[3-(aminomethyl)-3-(chloromethyl)cyclobutyl]carbamoyl]-3-chloro-phenyl]-5-[1-(5-amino-2-pyridyl)-3-(trifluoromethyl)pyrazol-4-yl]-1-methyl-imidazole-2-carboxamide NCC1(CC(C1)NC(=O)C1=C(C=C(C=C1)NC(=O)C=1N(C(=CN1)C=1C(=NN(C1)C1=NC=C(C=C1)N)C(F)(F)F)C)Cl)CCl